2-(3,4-difluorophenyl)-4-(3-hydroxy-3-methylbutoxy)-5-[4-(methyl-sulfonyl)phenyl]-3(2H)pyridazinone FC=1C=C(C=CC1F)N1N=CC(=C(C1=O)OCCC(C)(C)O)C1=CC=C(C=C1)S(=O)(=O)C